Butyl 3,3-dimethyl-4-oxopyrrolidine-1-carboxylate CC1(CN(CC1=O)C(=O)OCCCC)C